BrC=1C=CC=2C=C3N(CCN(C3)CC3=NC4=C(N3C[C@H]3OCC3)C=C(C=C4)C(=O)OC(C)(C)C)C2N1 tert-butyl (S)-2-((2-bromo-8,9-dihydropyrido[3',2':4,5]pyrrolo[1,2-a]pyrazin-7(6H)-yl) methyl)-1-((oxetan-2-yl) methyl)-1H-benzo[d]imidazole-6-carboxylate